2-((2R,3R,4R,5R)-3-((tert-butyldimethylsilyl)oxy)-5-(2,4-dioxo-3,4-dihydropyrimidin-1(2H)-yl)-4-methoxytetrahydrofuran-2-yl)acetonitrile [Si](C)(C)(C(C)(C)C)O[C@@H]1[C@H](O[C@H]([C@@H]1OC)N1C(NC(C=C1)=O)=O)CC#N